C1(CC1)C1=NC=NC(=C1C1=NC=CC(=N1)O[C@H](C(F)F)C1=CC=C(C=C1)C=1N(C=C(N1)C(F)(F)F)C)OC |o1:16| 4-cyclopropyl-6-methoxy-5-[4-[rel-(1S)-2,2-difluoro-1-[4-[1-methyl-4-(trifluoromethyl)imidazol-2-yl]phenyl]ethoxy]pyrimidin-2-yl]pyrimidine